Cl.FC1(O[C@H]([C@H](NC1)CNC1=NC=C(C=C1OC)C(F)(F)F)C)F N-(((2S,3R)-6,6-difluoro-2-methylmorpholin-3-yl)methyl)-3-methoxy-5-(trifluoromethyl)pyridin-2-amine hydrochloride